N1(CCCC1)C(=O)OCN(C1(CC1)C1=CC(=C(C=C1)F)C(F)(F)F)C(=O)OCC1CC1 ((((cyclopropylmethoxy) carbonyl) (1-(4-fluoro-3-(trifluoromethyl) phenyl) cyclopropyl) amino) methyl) pyrrolidine-1-carboxylate